tris(2,4-di-tert-butylbenzene) phosphite P(O)(O)O.C(C)(C)(C)C1=CC=CC(=C1)C(C)(C)C.C(C)(C)(C)C1=CC=CC(=C1)C(C)(C)C.C(C)(C)(C)C1=CC=CC(=C1)C(C)(C)C